CNC(=C1C(NC2=CC=C(C=C12)NS(=O)(=O)C1=CC=CC=C1)=O)C1=CC=CC=C1 N-[3-(methylamino-phenyl-methylene)-2-oxo-2,3-dihydro-1H-indol-5-yl]-benzenesulfonamide